[C@@H]12N(CCC(OC1)C2)C2(CC(C2)N2C(C(C1=NC=C(C=C12)Br)(C)C)=O)C#N (1S,3s)-1-(6-oxa-2-azabicyclo[3.2.1]oct-2-yl)-3-(6-bromo-3,3-dimethyl-2-oxo-2,3-dihydro-1H-pyrrolo[3,2-b]pyridin-1-yl)cyclobutane-1-carbonitrile